N1=CC(=CC=C1)C(C)S(=O)(=O)N (pyridin-3-yl)ethane-1-sulfonamide